4-((7-fluoro-2-methyl-1H-indol-5-yl) oxy)-7-methoxyquinazolin-6-yl (R)-2,4-dimethylpiperazine-1-carboxylate C[C@H]1N(CCN(C1)C)C(=O)OC=1C=C2C(=NC=NC2=CC1OC)OC=1C=C2C=C(NC2=C(C1)F)C